N-(5-chloropyridin-3-yl)-N-({5-[5-(difluoromethyl)-1,3,4-oxadiazol-2-yl]-1,3-thiazol-2-yl}methyl)-2-{3-oxa-6-azabicyclo[3.1.1]heptan-6-yl}ethane-1-sulfonamide ClC=1C=C(C=NC1)N(S(=O)(=O)CCN1C2COCC1C2)CC=2SC(=CN2)C=2OC(=NN2)C(F)F